(2S,5S)-2-(1,3-bis(4-fluorophenyl)-1H-pyrazol-4-yl)-3-(4-methoxybenzyl)-5-methyloxazolidin-4-one FC1=CC=C(C=C1)N1N=C(C(=C1)[C@@H]1O[C@H](C(N1CC1=CC=C(C=C1)OC)=O)C)C1=CC=C(C=C1)F